dipropylene glycol methyl ether acetate (1-((1-methoxypropan-2-yl)oxy)propan-2-yl-acetate) COCC(C)OCC(C)CC(=O)O.C(C)(=O)OCC(OCC(C)OC)C